Methyldodecylammonium tetrakis(pentafluorophenyl)borate methyl-4-(((2'-(4-(2-formyl-1H-indol-1-yl)butyl)-[1,1'-biphenyl]-3-yl)methyl)amino)-3-methoxy-5-nitrobenzoate COC(C1=CC(=C(C(=C1)[N+](=O)[O-])NCC=1C=C(C=CC1)C1=C(C=CC=C1)CCCCN1C(=CC2=CC=CC=C12)C=O)OC)=O.FC1=C(C(=C(C(=C1[B-](C1=C(C(=C(C(=C1F)F)F)F)F)(C1=C(C(=C(C(=C1F)F)F)F)F)C1=C(C(=C(C(=C1F)F)F)F)F)F)F)F)F.C[NH2+]CCCCCCCCCCCC